O[C@@H]1C[C@H](N(C1)C(=O)[C@H](C(C)(C)C)NC(OC(C)(C)C)=O)C(NCC1=CC=C(C=C1)C1=C(N=CS1)C)=O Tert-butyl N-[(1S)-1-[(2S,4R)-4-hydroxy-2-[[4-(4-methylthiazol-5-yl)phenyl] methylcarbamoyl]pyrrolidine-1-carbonyl]-2,2-dimethyl-propyl]carbamate